2-hydroxy-9-[4-tert-butylphenyl-3,5-di(methyl-d3)pyridin-2-yl]carbazole OC1=CC=2N(C3=CC=CC=C3C2C=C1)C1=NC=C(C(=C1C([2H])([2H])[2H])C1=CC=C(C=C1)C(C)(C)C)C([2H])([2H])[2H]